N-(4-methylbenzenesulfonyl)-S-phenyl-S-(4-methoxyphenyl)sulfilimine CC1=CC=C(C=C1)S(=O)(=O)N=S(C1=CC=C(C=C1)OC)C1=CC=CC=C1